2-morpholino-N-(5-((tetrahydro-2H-pyran-4-yl)methoxy)-1,3,4-thiadiazol-2-yl)nicotinamide O1CCN(CC1)C1=C(C(=O)NC=2SC(=NN2)OCC2CCOCC2)C=CC=N1